ClC=1C=C(C=CC1F)N1C=CC=2C=3C1=NC=NC3C=CC2NC(\C=C\CNC2CCC2)=O (E)-N-(4-(3-chloro-4-fluorophenyl)-4H-pyrido[2,3,4-de]quinazolin-7-yl)-4-(cyclobutylamino)but-2-enamide